2-(3-chlorophenyl)-1-(4-fluorophenyl)-2-methylpropyl ((S)-4-methyl-1-oxo-1-(((S)-1-oxo-3-((S)-2-oxopyrrolidin-3-yl)propan-2-yl)amino)pentan-2-yl)carbamate CC(C[C@@H](C(N[C@H](C=O)C[C@H]1C(NCC1)=O)=O)NC(OC(C(C)(C)C1=CC(=CC=C1)Cl)C1=CC=C(C=C1)F)=O)C